C(C)C1=CNC2=CC=CC=C12 3-ethyl-1H-indole